FC1=C(C(=CC=2SC(=CC21)C(=O)O)OC)OC.N2C=CC1=CC=C(C=C21)B(O)O 6-indoleboronic acid 4-fluoro-5,6-dimethoxybenzo[b]thiophene-2-carboxylate